8-(3-cyclopropylquinoline-2-carbonyl)-2-[4-(trifluoromethyl)pyridin-2-yl]-2,8-diazaspiro[4.5]decan-1-one C1(CC1)C=1C(=NC2=CC=CC=C2C1)C(=O)N1CCC2(CCN(C2=O)C2=NC=CC(=C2)C(F)(F)F)CC1